N[C@H](C(=O)O)CCCCNC(=O)[C@@H]1[C@H](C1)C(=O)C1=CC(=C(C=C1)Cl)Cl (2S)-2-Amino-6-{[(1S,2S)-2-[(3,4-dichlorophenyl)carbonyl]cyclopropyl]formamido}hexanoic acid